fluoroethylenediammonium Dihydroxide [OH-].[OH-].F[NH2+]CC[NH3+]